6-bromo-2-(4-cyclopropyl-6-methoxypyrimidin-5-yl)-5-methyl-8H-pyrido[2,3-d]pyrimidin-7-one BrC1=C(C2=C(N=C(N=C2)C=2C(=NC=NC2OC)C2CC2)NC1=O)C